C(=C)[Si](O[Si](C)(C)C=C)(C)C.[Pt] Platinum(0) 1,3-divinyl-1,1,3,3-tetra-methyl-disiloxane